tert-butyl 4-(1-(4,5-dichloro-2-methoxyphenyl)-2-oxoethyl)piperidine-1-carboxylate ClC1=CC(=C(C=C1Cl)C(C=O)C1CCN(CC1)C(=O)OC(C)(C)C)OC